1-(2,2-difluoroethyl)-N-[4-[(6,7-dimethoxy-1,5-naphthyridin-4-yl)oxy]phenyl]-5-(4-fluorophenyl)-2-methyl-4-oxopyridine-3-carboxamide FC(CN1C(=C(C(C(=C1)C1=CC=C(C=C1)F)=O)C(=O)NC1=CC=C(C=C1)OC1=CC=NC2=CC(=C(N=C12)OC)OC)C)F